[C@H]12CN(C[C@H](CC1)N2)C=2C=CC(=C(C(=O)N[C@H](C)C1=CC(=CC(=C1)C=1C=NN(C1)C)F)C2)C 5-[(1R,5S)-3,8-diazabicyclo[3.2.1]oct-3-yl]-N-[(1R)-1-[3-fluoro-5-(1-methylpyrazol-4-yl)phenyl]ethyl]-2-methyl-benzamide